3-(3,5-difluoropyridin-2-yl)-N-[1-methyl-3-(trifluoromethyl)-1H-pyrazol-5-yl]quinoline-7-carboxamide FC=1C(=NC=C(C1)F)C=1C=NC2=CC(=CC=C2C1)C(=O)NC1=CC(=NN1C)C(F)(F)F